O[C@@H](CCOC(C[C@@H](C)O)=O)C (R)-3-hydroxybutyric acid-(R)-3-hydroxybutyl ester